C(C)C(C(=O)OC)CCC(C)C methyl 2-ethyl-5-methylhexanoate